FC(C(C(C(C(F)(F)F)(C(F)(F)F)F)=O)(C(F)(F)F)F)(F)F 1,1,1,2,4,5,5,5-octafluoro-2,4-bis(trifluoromethyl)pentan-3-one